NC=1C=2N(C=CN1)C(=NC2C2=C(C=C(C(=O)NC1=NC=CC(=C1)C(F)(F)F)C=C2)F)N2CCC1(CCN(C1=O)C)CC2 4-(8-amino-3-(2-methyl-1-oxo-2,8-diazaspiro[4.5]decan-8-yl)imidazo[1,5-a]pyrazin-1-yl)-3-fluoro-N-(4-(trifluoromethyl)pyridin-2-yl)benzamide